Cl.Cl.FC(C1=CN=C2CCNCC2=C1)(F)F 7-(trifluoromethyl)-2,5-diazatetralin dihydrochloride